C(C)N1C[C@@H]2[C@H](OCCN2C2=CC=C(N=N2)C2=C(C=C(C=C2C)C(F)(F)F)O)CC1 2-[6-[(4aR,8aR)-6-ethyl-3,4a,5,7,8,8a-hexahydro-2H-pyrido[4,3-b][1,4]oxazin-4-yl]pyridazin-3-yl]-3-methyl-5-(trifluoromethyl)phenol